(2R)-2-(3-(dimethylamino)-2,5-dioxopyrrolidin-1-yl)-N-(2-fluorobenzyl)propionamide mesylate S(C)(=O)(=O)O.CN(C1C(N(C(C1)=O)[C@@H](C(=O)NCC1=C(C=CC=C1)F)C)=O)C